4-methyl-piperazine-1-carboxylic acid (3-{6-amino-5-[1-(2,6-dichloro-3-fluoro-phenyl)-ethoxy]-pyridin-3-yl}-prop-2-ynyl)-amide NC1=C(C=C(C=N1)C#CCNC(=O)N1CCN(CC1)C)OC(C)C1=C(C(=CC=C1Cl)F)Cl